COC=1C=C2C(=CC=NC2=CC1)NC1=CC(=CC(=C1)N1C=NC(=C1)C)OC 6-Methoxy-N-(3-Methoxy-5-(4-Methyl-1H-imidazol-1-yl)phenyl)quinolin-4-amine